C(C)(=O)N1C[C@@H](CCC1)NC1=NC=C2N=C(N(C2=N1)C1CCC(CC1)C(=O)N)NC1=C(C=C(C=C1Cl)F)Cl (1S,4s)-4-(2-((R)-1-acetylpiperidin-3-ylamino)-8-(2,6-dichloro-4-fluorophenylamino)-9H-purin-9-yl)cyclohexanecarboxamide